N1-(4-(tert-butyl)phenyl)cyclohexane-1,2-diamine C(C)(C)(C)C1=CC=C(C=C1)NC1C(CCCC1)N